1-hexylglycerol C(CCCCC)OCC(O)CO